(1s,2s)-2-[3-(2,2-Dimethylpropyl)-3-nonylureido]aminocyclohexane-1-yl 3-[N-(2,2,5,5-tetramethyl-1,3-dioxane-4-carbonyl)amino]propionate CC1(OCC(C(O1)C(=O)NCCC(=O)O[C@@H]1[C@H](CCCC1)NNC(=O)N(CCCCCCCCC)CC(C)(C)C)(C)C)C